5-((CYCLOPENTYLAMINO)METHYL)THIOPHEN-2-YLBORONIC ACID C1(CCCC1)NCC1=CC=C(S1)B(O)O